{4-[5-amino-6-(2-chloro-3,6-difluoro-benzyloxy)-pyrazin-2-yl]-phenyl}-[(3S)-3-amino-pyrrolidin-1-yl]-methanone NC=1N=CC(=NC1OCC1=C(C(=CC=C1F)F)Cl)C1=CC=C(C=C1)C(=O)N1C[C@H](CC1)N